N-[5-(4-cyano-3-fluorophenyl)-[1,2,4]triazolo[1,5-a]pyridin-7-yl]cyclopropanesulfonamide C(#N)C1=C(C=C(C=C1)C1=CC(=CC=2N1N=CN2)NS(=O)(=O)C2CC2)F